tert-butyl 2-(((1-(4-fluoro-3-(trifluoromethyl)phenyl)cyclopropyl)(2-methoxy-2-oxoethyl) amino)methyl)azetidine-1-carboxylate FC1=C(C=C(C=C1)C1(CC1)N(CC(=O)OC)CC1N(CC1)C(=O)OC(C)(C)C)C(F)(F)F